ClC1=NC=C(C=N1)C(F)F 2-chloro-5-(difluoromethyl)-pyrimidine